[Li].[Ti].[Mn] manganese-titanium lithium